N-((S)-4-(benzylamino)-3-hydroxy-4-oxo-1-((S)-2-oxopyrrolidin-3-yl)butan-2-yl)-2-(1H-indole-2-carbonyl)-octahydrocyclopenta[c]pyrrole-1-carboxamide C(C1=CC=CC=C1)NC(C([C@H](C[C@H]1C(NCC1)=O)NC(=O)C1N(CC2C1CCC2)C(=O)C=2NC1=CC=CC=C1C2)O)=O